N-(2-((4-(aminomethyl)benzyl)carbamoyl)-4,5-dimethoxyphenyl)-4-oxo-4H-chromen-2-carboxamide trifluoroacetate FC(C(=O)O)(F)F.NCC1=CC=C(CNC(=O)C2=C(C=C(C(=C2)OC)OC)NC(=O)C=2OC3=CC=CC=C3C(C2)=O)C=C1